ClC1=C(C=C(S1)C(=O)NC1=CC(=CC(=C1)NS(=O)(=O)C)Cl)C1=NC=C(C=C1OCC=1C=NC=C(C1)F)F 5-chloro-N-(3-chloro-5-(methylsulfonamido)phenyl)-4-(5-fluoro-3-((5-fluoropyridin-3-yl)methoxy)pyridin-2-yl)thiophene-2-carboxamide